[N-]1C=NC=C1.P(O)(=O)(OP(=O)(O)O)OC[C@@H]1[C@H]([C@H]([C@@H](O1)N1C=[N+](C=2C(=O)NC(N)=NC12)C)O)O 7-methylguanosine 5'-diphosphate imidazolide salt